7-chloro-1-methyl-4-((1r,3s,5s)-8-(4-(trifluoromethoxy)benzyl)-8-azabicyclo[3.2.1]oct-3-yl)-1,4-dihydropyrido[2,3-b]pyrazine-2,3-dione ClC1=CC2=C(N(C(C(N2C)=O)=O)C2C[C@H]3CC[C@@H](C2)N3CC3=CC=C(C=C3)OC(F)(F)F)N=C1